C(#N)[C@H](C[C@@H]1C(NCC1)=O)NC(=O)[C@H]1[C@H]2C([C@H]2CN1C(=O)C1(C2=CC=CC=C2C=2C=CC=CC12)O)(C)C (1R,2R,5S)-N-((S)-1-cyano-2-((R)-2-oxopyrrolidin-3-yl)ethyl)-3-(9-hydroxy-9H-fluorene-9-carbonyl)-6,6-dimethyl-3-azabicyclo[3.1.0]hexane-2-carboxamide